(E)-(+)-7-[4-(4-fluoro-phenyl)-6-isopropyl-2-(methanesulfonyl-methyl-amino)-pyrimidin-5-yl]-(3R,5S)-dihydroxy-hept-6-enoic acid FC1=CC=C(C=C1)C1=NC(=NC(=C1\C(=C(\CCCCC(=O)O)/O)\O)C(C)C)N(C)S(=O)(=O)C